O1CCN(CC1)C1=C(C=CC=C1)CC(=O)O 2-(2-morpholinophenyl)acetic acid